C(#N)C1=C(C=C(C=C1)N1CCC(CC1)C(=O)NC1=NC=C(C=N1)N1CCC(CC1)CN1CCN(CC1)CC1CCNCC1)C(F)(F)F 1-(4-cyano-3-(trifluoromethyl)phenyl)-N-(5-(4-((4-(piperidin-4-ylmethyl)piperazin-1-yl)methyl)piperidin-1-yl)pyrimidin-2-yl)piperidine-4-carboxamide